6-(2,6-dichloro-3,5-dimethoxyphenyl)-8-(3,3-difluoropyrrolidin-1-yl)-2-(methylthio)pyrido[3,4-d]pyrimidine ClC1=C(C(=C(C=C1OC)OC)Cl)C1=CC2=C(N=C(N=C2)SC)C(=N1)N1CC(CC1)(F)F